C(C)(C)NC1=C2C(=NC=C1N1N=NC(=C1)CCC(C)(O)C)SC(=C2)C2=CC=NC=C2 4-(1-(4-(isopropylamino)-2-(pyridin-4-yl)thieno[2,3-b]pyridin-5-yl)-1H-1,2,3-triazol-4-yl)-2-methylbutan-2-ol